ClC=1C(=NC=C(C1)Cl)C1(C=C(C(C(C1)(C)C)=O)C#N)OC 3-(3,5-dichloropyridin-2-yl)-3-methoxy-5,5-dimethyl-6-oxocyclohex-1-ene-1-carbonitrile